C1(CC1)NC1=CC=C(C(=N1)F)C1=NN(C=C1C(=O)O)CC(F)(F)F 3-[6-(Cyclopropylamino)-2-fluoropyridin-3-yl]-1-(2,2,2-trifluoroethyl)pyrazole-4-carboxylic acid